(2S,6R)-2-hydroxy-2-methyl-6-methylamino-6-(3-(trifluoromethoxy)phenyl)cyclohexan-1-one O[C@@]1(C([C@@](CCC1)(C1=CC(=CC=C1)OC(F)(F)F)NC)=O)C